CC(CN(C)C)O N,N-dimethylamino-2-propanol